C(C)(=O)OC[C@H]1O[C@H]([C@]([C@@H]1O)(C)F)N1C2=NC(=NC(=C2N=C1)NC)NC(C)=O ((2R,3R,4R,5R)-5-(2-acetamido-6-(methylamino)-9H-purin-9-yl)-4-fluoro-3-hydroxy-4-methyltetrahydrofuran-2-yl)methyl acetate